C(C)(C)N1C=NC(=C1)C(=O)N1C[C@H]2C([C@H]2C1)C(=O)C=1SC=C(N1)C (1-isopropyl-1H-imidazol-4-yl){(1R,5S,6r)-6-[(4-methyl-1,3-thiazol-2-yl)carbonyl]-3-azabicyclo[3.1.0]hex-3-yl}methanone